4'-[(1-{[6-(trifluoromethyl)pyridin-3-yl]carbamoyl}-D-prolyl)amino][1,1'-biphenyl]-4-carboxylic acid FC(C1=CC=C(C=N1)NC(=O)N1[C@H](CCC1)C(=O)NC1=CC=C(C=C1)C1=CC=C(C=C1)C(=O)O)(F)F